13β-ethyl-11-hydroxy-gon-4-ene-3,17-dione C(C)[C@]12C(CC[C@H]2[C@H]2[C@H](C(C1)O)[C@H]1CCC(C=C1CC2)=O)=O